3-fluoro-2-hydroxy-5-(4-phenylthiazol-2-yl)benzaldehyde FC=1C(=C(C=O)C=C(C1)C=1SC=C(N1)C1=CC=CC=C1)O